1-azabicyclo[2.2.2]oct-3-yl {2-[4-fluoro-3-(furan-3-yl)phenyl]propan-2-yl}carbamate FC1=C(C=C(C=C1)C(C)(C)NC(OC1CN2CCC1CC2)=O)C2=COC=C2